NC1=C(C(=NN1C1CCCC1)C1=CC=C(C=C1)CC(=O)[O-])C#N 2-(4-(5-Amino-4-cyano-1-cyclopentyl-1H-pyrazol-3-yl)phenyl)acetate